C1(CC1)C1=CC=C(C=C1)[C@H]([C@H](C)NC(=O)C1(CC1)O)OC=1C=CC(=NC1)C(=O)N[C@@H]1CN(CCC1)C(=O)[C@H]1COC(C1)=O 5-[(1R,2S)-1-(4-cyclopropylphenyl)-2-[(1-hydroxycyclopropanecarbonyl)amino]propoxy]-N-[(3S)-1-[(3R)-5-oxotetrahydrofuran-3-carbonyl]-3-piperidyl]pyridine-2-carboxamide